O-[3-(trimethoxysilyl)propyl]hydroxylamine CO[Si](CCCON)(OC)OC